(R)-2-(4,4-difluoroazepan-1-yl)-4-methyl-5-(1-methyl-1H-pyrazol-4-yl)-N-(3-(S-methyl-N-(methylglycyl)sulfonimidoyl)phenyl)nicotinamide FC1(CCN(CCC1)C1=C(C(=O)NC2=CC(=CC=C2)[S@@](=O)(=NC(CNC)=O)C)C(=C(C=N1)C=1C=NN(C1)C)C)F